2-(1-(3,5-dichlorophenyl)ethyl)-10H-phenothiazine ClC=1C=C(C=C(C1)Cl)C(C)C1=CC=2NC3=CC=CC=C3SC2C=C1